3-[4-[4-[[4-[4-Amino-3-(difluoromethyl)pyrazol-1-yl]cyclohexyl]methyl-methyl-amino]-3,3-difluoro-1-piperidyl]-3-methyl-2-oxo-benzimidazol-1-yl]piperidine-2,6-dione NC=1C(=NN(C1)C1CCC(CC1)CN(C1C(CN(CC1)C1=CC=CC=2N(C(N(C21)C)=O)C2C(NC(CC2)=O)=O)(F)F)C)C(F)F